C(#N)C[C@@H]1N(CCN(C1)C1=NC=NC2=CC(=C3C(=C12)OCCC3)O)C(=O)OCC3=CC=CC=C3 benzyl (S)-2-(cyanomethyl)-4-(5-hydroxy-3,4-dihydro-2H-pyrano[2,3-f]quinazolin-10-yl)piperazine-1-carboxylate